tert-butyl (1R,5S,6s)-6-((2-methyl-1H-imidazol-1-yl) methyl)-3-azabicyclo[3.1.0]hexane-3-carboxylate CC=1N(C=CN1)CC1[C@@H]2CN(C[C@H]12)C(=O)OC(C)(C)C